2-(3-(((1S,2S,3R,5R)-2-fluoro-8-azabicyclo[3.2.1]oct-3-yl)(methyl)amino)-1,2,4-triazin-6-yl)-5-(1H-pyrazol-4-yl)phenol F[C@H]1[C@@H]2CC[C@H](C[C@H]1N(C=1N=NC(=CN1)C1=C(C=C(C=C1)C=1C=NNC1)O)C)N2